4-(4-fluorophenyl)-3-(pyrrolidin-1-ylmethyl)-2H-chromen-6-ol FC1=CC=C(C=C1)C1=C(COC2=CC=C(C=C12)O)CN1CCCC1